CC(C)CCC[C@@H](C)[C@H]1CC[C@H]2[C@@H]3CC=C4C[C@@H](O)CC[C@]4(C)[C@H]3CC[C@]12C.[Na] sodium Cholesterol